2'-[6-amino-5-(difluoromethoxy)pyridin-3-yl]-N-[1-(propan-2-yl)cyclobutyl]-5',6'-dihydrospiro[azetidine-3,4'-pyrrolo[1,2-b]pyrazole]-1-carboxamide NC1=C(C=C(C=N1)C=1C=C2N(N1)CCC21CN(C1)C(=O)NC1(CCC1)C(C)C)OC(F)F